2,4-bis(2,4-dimethylphenyl)-6-[2-hydroxy-4-(3-nonyloxy-2-hydroxypropyloxy)-5-α-cumyl-phenyl]-s-triazine CC1=C(C=CC(=C1)C)C1=NC(=NC(=N1)C1=C(C=C(C=C1)C)C)C1=C(C=C(C(=C1)C(C)(C)C1=CC=CC=C1)OCC(COCCCCCCCCC)O)O